5-(4,4-Difluorocyclohexyl)-N-methyl-1-((1S,2S)-2-methyl-1-(5-oxo-4,5-dihydro-1,2,4-oxadiazol-3-yl)cyclopropyl)-N-phenyl-1H-indole-2-carboxamide FC1(CCC(CC1)C=1C=C2C=C(N(C2=CC1)[C@@]1([C@H](C1)C)C1=NOC(N1)=O)C(=O)N(C1=CC=CC=C1)C)F